C(C)(C)C=1C(=NNC1C=1C=C(C=2N(C1)N=CN2)C)C(=O)NC2CCC(CC2)NCC=2C=NC(=NC2)OC 4-isopropyl-N-((1r,4r)-4-(((2-methoxypyrimidin-5-yl)methyl)amino)cyclohexyl)-5-(8-methyl-[1,2,4]triazolo[1,5-a]pyridin-6-yl)-1H-pyrazole-3-carboxamide